C(CCCCC)(=O)N1CC2=CC(=CC=C2CC1)S(=O)(=O)NC=1SC(=NN1)C 2-hexanoyl-N-(5-methyl-1,3,4-thiadiazol-2-yl)-1,2,3,4-tetrahydroisoquinoline-7-sulfonamide